N[C@@H](CN1N=CC(=C1)S(=O)(=O)NC=1C=CC(=C2C(=CNC12)C#N)Cl)C(F)(F)F 1-[(2S)-2-amino-3,3,3-trifluoro-propyl]-N-(4-chloro-3-cyano-1H-indol-7-yl)pyrazole-4-sulfonamide